5-fluoro-1-((2R,3S,4R,5R)-3-fluoro-5-(2-hydroxyethyl)-5-(hydroxymethyl)-4-((tetrahydro-2H-pyran-2-yl)oxy)tetrahydrofuran-2-yl)pyrimidine-2,4(1H,3H)-dione FC=1C(NC(N(C1)[C@@H]1O[C@@]([C@H]([C@@H]1F)OC1OCCCC1)(CO)CCO)=O)=O